2-{3-[3-(tert-butylamino)pyrrolidin-1-yl]-1,2,4-triazin-6-yl}-5-(6-methoxypyrimidin-4-yl)phenol C(C)(C)(C)NC1CN(CC1)C=1N=NC(=CN1)C1=C(C=C(C=C1)C1=NC=NC(=C1)OC)O